ClC=1C=CC=2N(C(N=C(C2N1)N1C[C@H](N(C[C@@H]1CC)C(C)C1=CC=C(OC(C(=O)OCC)(C)C)C=C1)CC)=O)C ethyl 2-(4-(1-((2R,5S)-4-(6-chloro-1-methyl-2-oxo-1,2-dihydropyrido[3,2-d]pyrimidin-4-yl)-2,5-diethylpiperazin-1-yl)ethyl)phenoxy)-2-methylpropanoate